(S)-quinuclidin-3-yl (3,3-dimethyl-5-(2-(trifluoromethoxy)phenyl)-2,3-dihydro-1H-inden-1-yl)carbamate CC1(CC(C2=CC=C(C=C12)C1=C(C=CC=C1)OC(F)(F)F)NC(O[C@@H]1CN2CCC1CC2)=O)C